N-(6-((2-amino-3-chloropyridin-4-yl)oxy)pyridin-3-yl)-1-cyclopropyl-5-(4-fluorophenyl)-4-oxo-1,4-dihydropyridazine-3-carboxamide NC1=NC=CC(=C1Cl)OC1=CC=C(C=N1)NC(=O)C1=NN(C=C(C1=O)C1=CC=C(C=C1)F)C1CC1